Br.N[C@H](C(=O)OC)CCCNC1=CC=C(C=C1)[N+](=O)[O-] Methyl (S)-2-amino-5-((4-nitrophenyl)amino)pentanoate hydrobromide